C(C)(C)OCCO ethylene glycol monoisopropyl ether